4-(Phenoxyethylthiomethyl)1,3-dihydroimidazole-2-thione O(C1=CC=CC=C1)CCSCC=1NC(NC1)=S